C(C)(=O)C=1C(=CC(=NC1)NC(=O)C1CC1)NC=1C(=C(C(=O)N)C=CC1)OC 3-((5-acetyl-2-(cyclopropanecarboxamido)pyridin-4-yl)amino)-2-methoxybenzamide